O.O[C@@H]1[C@H](N(C[C@@H]([C@H]1O)O)C[C@@H]1[C@H]([C@@H]([C@H]([C@@H](OC)O1)O)O)O)CO.O.O.CO[C@@H]1[C@H](O)[C@@H](O)[C@H](O)[C@H](O1)CN1[C@@H]([C@H]([C@@H]([C@H](C1)O)O)O)CO methyl 6-deoxy-6-[(2R,3R,4R,5S)-3,4,5-trihydroxy-2-(hydroxymethyl)piperidino]-α-D-glucopyranoside sesquihydrate